Di-n-dodecyl ether C(CCCCCCCCCCC)OCCCCCCCCCCCC